6-(aminomethyl)-5-chloropyridine-3-carbonitrile NCC1=C(C=C(C=N1)C#N)Cl